FC=1C(=C2CNC(C2=CC1C=C)=O)C(F)(F)F 5-fluoro-4-(trifluoromethyl)-6-vinylisoindolin-1-one